7-[(1S,2R,4R)-bicyclo[2.2.1]hept-2-yl]-4-chloro-5-iodo-7H-pyrrolo[2,3-d]pyrimidine [C@H]12[C@@H](C[C@H](CC1)C2)N2C=C(C1=C2N=CN=C1Cl)I